4-amino-1-((2S,4R,5S)-4-hydroxy-5-(hydroxymethyl)tetrahydrofuran-2-yl)-5-(5-methylthiophen-2-yl)pyrimidin-2(1H)-one NC1=NC(N(C=C1C=1SC(=CC1)C)[C@H]1O[C@H]([C@@H](C1)O)CO)=O